1,1,1,3,3,3-Hexafluoropropan-2-yl (R)-1-(2-(trifluoromethyl)-5,6,7,8-tetrahydropyrido[3,4-d]pyrimidin-7-carbonyl)-6-azaspiro[2.5]octan-6-carboxylat FC(C=1N=CC2=C(N1)CN(CC2)C(=O)[C@@H]2CC21CCN(CC1)C(=O)OC(C(F)(F)F)C(F)(F)F)(F)F